tert-butyl-3-(5-(3-fluoro-1-((1r,3r)-3-(piperidin-4-yloxy)cyclobutyl)piperidin-4-yl)-3-hydroxy-1-oxoisoindolin-2-yl)piperidine-2,6-dione C(C)(C)(C)N1C(C(CCC1=O)N1C(C2=CC=C(C=C2C1O)C1C(CN(CC1)C1CC(C1)OC1CCNCC1)F)=O)=O